C(C)(C)(C)C1=CC=C(C=C1)[C@H](C)NC(=O)C1=CC=C2C(=C(N(C2=C1)C)C)CC=1C=C(O[C@@H](C(=O)O)C)C=C(C1)Cl (R)-2-(3-((6-(((S)-1-(4-(tert-butyl)phenyl)ethyl)carbamoyl)-1,2-dimethyl-1H-indol-3-yl)methyl)-5-chlorophenoxy)propanoic acid